(8S,10S)-8-acetyl-10-(((2R,4S,5S,6S)-5-(benzyloxy)-4-(dimethylamino)-6-methyltetrahydro-2H-pyran-2-yl)oxy)-6,8,11-trihydroxy-1-methoxy-7,8,9,10-tetrahydrotetracene-5,12-dione C(C)(=O)[C@@]1(CC=2C(=C3C(C=4C=CC=C(C4C(C3=C(C2[C@H](C1)O[C@@H]1O[C@H]([C@H]([C@H](C1)N(C)C)OCC1=CC=CC=C1)C)O)=O)OC)=O)O)O